NC1=CC=C(C(=C1CCCNC(OC(C)(C)C)=O)F)F tert-Butyl (3-(6-amino-2,3-difluorophenyl)propyl)carbamate